[4-(4-benzo[b]thiophen-4-yl-piperazin-1-yl)butoxy]-1H-quinolin-2-one dihydrate O.O.S1C2=C(C=C1)C(=CC=C2)N2CCN(CC2)CCCCON2C(C=CC1=CC=CC=C21)=O